6-(3-Aminophenoxy)-1-hexanol NC=1C=C(OCCCCCCO)C=CC1